CC1(OB(OC1(C)C)C1=NC2=CC=CC=C2C=C1C(=O)[O-])C 4,4,5,5-tetramethyl-1,3,2-dioxaborolan-2-ylquinoline-3-carboxylate